3-(2-fluorophenylmethylene)-5-(4-pyridyl)-N-(4-acetamidobenzenesulfonyl)-4-piperidone FC1=C(C=CC=C1)C=C1CN(CC(C1=O)C1=CC=NC=C1)S(=O)(=O)C1=CC=C(C=C1)NC(C)=O